(S)-2-amino-3-(3,5-dichloro-4-((5-ethynyl-2-(naphthalen-2-ylmethoxy)benzyl)oxy)phenyl)propanoic acid N[C@H](C(=O)O)CC1=CC(=C(C(=C1)Cl)OCC1=C(C=CC(=C1)C#C)OCC1=CC2=CC=CC=C2C=C1)Cl